ClC=1C=C(C=C(C1CC=1OC(N(N1)C1CCCCC1)=O)Cl)N1N=C(C(NC1=O)=O)C#N 2-(3,5-dichloro-4-((4-cyclohexyl-5-oxo-4,5-dihydro-1,3,4-oxadiazol-2-yl)methyl)phenyl)-3,5-dioxo-2,3,4,5-tetrahydro-1,2,4-triazine-6-carbonitrile